ethyl 2-methyl-2-[4-(7H-pyrrolo[2,3-d]-pyrimidin-4-yl)-1H-pyrazol-1-yl]-propanoate trifluoroacetate salt FC(C(=O)O)(F)F.CC(C(=O)OCC)(C)N1N=CC(=C1)C=1C2=C(N=CN1)NC=C2